3-{[(benzyloxy)carbonyl]Amino}bicyclo[2.2.1]Hept-5-ene-2-carboxylic acid methyl ester COC(=O)C1C2C=CC(C1NC(=O)OCC1=CC=CC=C1)C2